ClC1=C(C=C(C=C1)[N+](=O)[O-])C1=NC=CC=C1 2-(2-chloro-5-nitrophenyl)pyridine